Methyl 2,4,5-triamino-3-fluorobenzoate NC1=C(C(=O)OC)C=C(C(=C1F)N)N